1-(2-fluorophenyl)pent-4-en-1-one O-methyloxime CON=C(CCC=C)C1=C(C=CC=C1)F